N1=C(C=CC=C1)C=O Picolinaldehyd